N1(C=NC=C1)C=1C=C(C=C2CCCN(C12)C(=O)OC(C)(C)C)C(CCCC)=O tert-butyl 8-imidazol-1-yl-6-pentanoyl-3,4-dihydro-2H-quinoline-1-carboxylate